((6-(4-(3H-imidazo[4,5-b]pyridin-7-yl)-1H-pyrazol-1-yl)pyridin-3-yl)methyl)methanesulfonamide N1=CNC2=NC=CC(=C21)C=2C=NN(C2)C2=CC=C(C=N2)CCS(=O)(=O)N